ClC1(C[Si](C1)=[Zr](C1C(=CC2=C(C(=C(C=C12)C)C)C1=CC=C(C=C1)F)C=1OC(=CC1)C)C1C(=CC2=C(C(=C(C=C12)C)C)C1=CC=C(C=C1)F)C=1OC(=CC1)C)Cl Dichlorosilacyclobutylidenebis[2-(5-methyl-2-furyl)-4-(4-fluorophenyl)-5,6-dimethyl-1-indenyl]zirconium